7-(3-fluorobenzyl)-7,9-dihydro-8H-purin-8-one FC=1C=C(CN2C(NC3=NC=NC=C23)=O)C=CC1